(2-fluoro-4-methoxyphenyl)(1-(6-methylpyridin-2-yl)cyclohexyl)methanone FC1=C(C=CC(=C1)OC)C(=O)C1(CCCCC1)C1=NC(=CC=C1)C